ClC=1C=C(C=CC1)N1CCN(CC1)CCCCl N-(3-Chlorophenyl)-N'-(3-chloropropyl)-piperazin